C1(=CC=CC=C1)[C@H]([C@H]1CNC2=CC=CN=C2C1)NCCC1=CC=C(C#N)C=C1 4-[2-[[(S)-phenyl-[(3R)-1,2,3,4-tetrahydro-1,5-naphthyridin-3-yl]methyl]amino]ethyl]benzonitrile